phenoxypiperidinylbenzylbutanamide O(C1=CC=CC=C1)C(C(C(=O)N)(CC1=CC=CC=C1)N1CCCCC1)C